CONC(=O)C1=C(SC(=C1)C)C(=O)NC1=C(C(=C(C(=C1F)F)C1=CC(=CC=C1)OC([2H])([2H])[2H])F)F N3-methoxy-5-methyl-N2-(2,3,5,6-tetrafluoro-3'-(methoxy-d3)-[1,1'-biphenyl]-4-yl)thiophene-2,3-dicarboxamide